C1OCC12CN(C2)C(C)=O 1-(2-oxa-6-azaspiro[3.3]heptan-6-yl)ethan-1-one